Cl.N[C@H]1[C@@H](COCC1)O |r| rac-(3S,4R)-4-aminotetrahydro-2H-pyran-3-ol hydrochloride